2-{1-[(1,4-oxazepan-6-yl)amino]pyrido[3,4-d]pyridazin-4-yl}-5-(trifluoromethyl)phenol O1CCNCC(C1)NC1=C2C(=C(N=N1)C1=C(C=C(C=C1)C(F)(F)F)O)C=NC=C2